4-(6-(6-ethoxy-2-methyl-2H-indazole-5-carboxamido)pyridazin-3-yl)-2,2-dimethylpiperazine-1-carboxylic acid tert-butyl ester C(C)(C)(C)OC(=O)N1C(CN(CC1)C=1N=NC(=CC1)NC(=O)C1=CC2=CN(N=C2C=C1OCC)C)(C)C